4-[(6-bromo-2-pyridinyl)oxymethyl]-3-(2-trimethylsilylethoxymethoxy)benzonitrile BrC1=CC=CC(=N1)OCC1=C(C=C(C#N)C=C1)OCOCC[Si](C)(C)C